2-amino-1'-[(6aS)-2-[[1-(morpholinomethyl)cyclopropyl]methoxy]-6-oxo-5,6a,7,8,9,10-hexahydropyrazino[2,1-h]pteridin-4-yl]spiro[6H-thieno[3,4-b]thiophene-4,3'-azetidine]-3-carbonitrile NC1=C(C2=C(S1)CSC21CN(C1)C1=NC(=NC=2N3[C@H](C(NC12)=O)CNCC3)OCC3(CC3)CN3CCOCC3)C#N